tert-butyl (3-methyl-4-oxo-2,6,9-trioxa-3-azaundecan-11-yl)carbamate CN(OC)C(COCCOCCNC(OC(C)(C)C)=O)=O